CN1C(CCC2=CC(=CC=C12)C1=NN(C=C1COC(CSC)C)C1OCCCC1)=O 1-methyl-6-[4-[(1-methyl-2-methylsulfanyl-ethoxy)methyl]-1-tetrahydropyran-2-yl-pyrazol-3-yl]-3,4-dihydroquinolin-2-one